Dimethyl-4-butyl-2-methylcyclopentadienyl-2-methyl-4-(4'-tert-butylphenyl)indenyl-Silane C[Si](C1C(=CC2=C(C=CC=C12)C1=CC=C(C=C1)C(C)(C)C)C)(C1C(=CC(=C1)CCCC)C)C